trans-4-((4'-((4-methyl-piperazin-1-yl)methyl)-[1,1'-biphenyl]-4-yl)methoxy)tetrahydrofuran-3-yl-nicotinamide CN1CCN(CC1)CC1=CC=C(C=C1)C1=CC=C(C=C1)CO[C@H]1[C@@H](COC1)C1=C(C(=O)N)C=CC=N1